C1(=CC=C(C=C1)C=1C2=CC=C(C=C2C(=C2C=CC(=CC12)C1=CC=CC=C1)C1=CC=C(C=C1)C1=CC=CC=C1)C1=CC=CC=C1)C1=CC=CC=C1 9,10-bis-biphenyl-4-yl-2,6-diphenylanthracene